CN1N=NC(=C1NC(O[C@H](CF)C1=CC(=CC=C1)F)=O)C1=NC=C(C=C1)NC(=O)NC (S)-2-fluoro-1-(3-fluorophenyl)ethyl (1-methyl-4-(5-(3-methylureido)pyridin-2-yl)-1H-1,2,3-triazol-5-yl)carbamate